5-chloro-2-[2-(2-ethoxy-3-pyridinyl)-7-[[(2R)-pyrrolidin-2-yl]methyl]spiro[6,8-dihydro-1,7-naphthyridine-5,4'-piperidine]-1'-yl]pyridine-3-carbonitrile formate salt C(=O)O.ClC=1C=C(C(=NC1)N1CCC2(CC1)C=1C=CC(=NC1CN(C2)C[C@@H]2NCCC2)C=2C(=NC=CC2)OCC)C#N